trans-4-((5-(1-(2,2-Difluoroethyl)-2-methyl-1H-imidazo[4,5-b]pyridin-6-yl)-4-(methylamino)pyrrolo[2,1-f][1,2,4]triazin-2-yl)amino)-1-methylcyclohexan-1-ol FC(CN1C(=NC2=NC=C(C=C21)C=2C=CN1N=C(N=C(C12)NC)NC1CCC(CC1)(O)C)C)F